N,N-diisopropylamino-chloroethane hydrochloride Cl.C(C)(C)N(C(C)C)C(C)Cl